propylene glycol monoacetate C(C)(=O)O.C(C(C)O)O